5-bromo-2-{6-cyclopropanecarbonyl-3-methylimidazo[4,5-b]pyridin-2-yl}-3-(ethylsulfanyl)pyridine BrC=1C=C(C(=NC1)C1=NC=2C(=NC=C(C2)C(=O)C2CC2)N1C)SCC